dimethyl-1,3-disilapropane CC([SiH3])([SiH3])C